NC1=NC(=CC(=N1)N1CCC2(C[C@H](NC2)C(=O)O)CC1)O[C@@H](C(F)(F)F)C1=C(C=C(C=C1)C1=CC(=CC=C1)OCC)N1N=C(C=C1)C (S)-8-(2-amino-6-((R)-1-(3'-ethoxy-3-(3-methyl-1H-pyrazol-1-yl)-[1,1'-biphenyl]-4-yl)-2,2,2-trifluoroethoxy)pyrimidin-4-yl)-2,8-diazaspiro[4.5]decane-3-carboxylic acid